CC(C)(COP(=O)([O-])OP(=O)([O-])OC[C@@H]1[C@H]([C@H]([C@@H](O1)N2C=NC3=C(N=CN=C32)N)O)OP(=O)([O-])[O-])[C@H](C(=O)NCCC(=O)NCCSC(=O)C/C=C\\CC=O)O The molecule is tetraanion of cis-3,4-didehydroadipoyl-CoA semialdehyde arising from deprotonation of the phosphate and diphosphate functions. It is a conjugate base of a cis-3,4-didehydroadipoyl-CoA semialdehyde.